(3H-benzo[e]indol-2-yl)-(3-hydroxy-phenyl)-methanone C1=C(NC=2C=CC3=C(C12)C=CC=C3)C(=O)C3=CC(=CC=C3)O